N-(4-(1-(4-Methyl-3-nitrophenyl)-2-oxo-1,2-dihydrobenzo[h][1,6]naphthyridin-8-yl)phenyl)methanesulfonamide CC1=C(C=C(C=C1)N1C(C=CC2=CN=C3C(=C12)C=CC(=C3)C3=CC=C(C=C3)NS(=O)(=O)C)=O)[N+](=O)[O-]